COC1CC=CC(C1)OC 4,6-dimethoxy-1-cyclohexene